O=C1N(CC2=NC(=CC=C21)NCC=2C=NC=CC2)CCNC(CCC)=O N-(2-(5-oxo-2-((pyridin-3-ylmethyl)amino)-5,7-dihydro-6H-pyrrolo[3,4-b]pyridin-6-yl)ethyl)butyramide